FC1=C(C(=C(C=C1)C=1C(=NC=CC1)OC)N=C=O)C (4-fluoro-2-isocyanato-3-methylphenyl)-2-methoxypyridine